C(=C/C(=C(\\C(=O)O)/N)/C(=O)[O-])\\C=O The molecule is a dicarboxylic acid monoanion that is the conjugate base of 2-amino-3-(3-oxoprop-1-enyl)but-2-enedioic acid and the major microspecies at pH 7.3 (according to Marvin v 6.2.0.). It is a conjugate base of a 2-amino-3-(3-oxoprop-1-enyl)but-2-enedioic acid. It is a conjugate acid of a 2-amino-3-(3-oxoprop-1-enyl)but-2-enedioate.